6-cyclopropyl-N-(1-(methylsulfonyl)piperidin-4-yl)-8-(5-oxa-8-azaspiro[3.5]nonan-2-yl)pyrido[3,4-d]pyrimidin-2-amine C1(CC1)C1=CC2=C(N=C(N=C2)NC2CCN(CC2)S(=O)(=O)C)C(=N1)C1CC2(C1)OCCNC2